ClC=1C(=CC(=NC1)NC(=O)[C@@H]1C[C@@H](CCC1)NC(=O)C1(CC1)O)C1=CC2=C(N(N=C2C(=C1)F)C)C(C)C (1S,3R)-N-[5-chloro-4-(7-fluoro-3-isopropyl-2-methyl-indazol-5-yl)-2-pyridyl]-3-[(1-hydroxycyclopropanecarbonyl)amino]-cyclohexanecarboxamide